FC1=C(C(=C(C=C1OC)OC)F)N1C(N(C2=C(C1)C=NC(=C2)C=2C(=NN(C2)C)C)C2=CC=C(C=C2)CC#N)=O 2-(4-(3-(2,6-difluoro-3,5-dimethoxyphenyl)-7-(1,3-dimethyl-1H-pyrazol-4-yl)-2-oxo-3,4-dihydropyrido[4,3-d]pyrimidin-1(2H)-yl)phenyl)acetonitrile